ClC=1N=C(C=2N(C1)N=CN2)C2=CN(C=C2)[Si](C(C)C)(C(C)C)C(C)C 6-Chloro-8-(1-(triisopropylsilyl)-1H-pyrrol-3-yl)-[1,2,4]triazolo[1,5-a]pyrazine